Decyl ((((2R,3S,5R)-5-(6-amino-2-fluoro-9H-purin-9-yl)-2-ethynyl-3-hydroxy-tetrahydrofuran-2-yl)meth-oxy)(phenoxy)phosphoryl)-L-phenylalaninate NC1=C2N=CN(C2=NC(=N1)F)[C@H]1C[C@@H]([C@@](O1)(C#C)COP(=O)(OC1=CC=CC=C1)N[C@@H](CC1=CC=CC=C1)C(=O)OCCCCCCCCCC)O